5-(3-(((S)-1-(1H-tetrazol-1-yl)propan-2-yl)oxy)-4-chlorophenyl)-N-(3-(4-methoxybutoxy)-1-((1r,4r)-4-morpholinocyclohexyl)-1H-pyrazol-4-yl)pyrimidin-2-amine N1(N=NN=C1)C[C@H](C)OC=1C=C(C=CC1Cl)C=1C=NC(=NC1)NC=1C(=NN(C1)C1CCC(CC1)N1CCOCC1)OCCCCOC